C1(=CC=CC=C1)C1C(C1)C(=O)O 2-phenyl-cyclopropane-1-carboxylic acid